Cl.CN(C=1C=NC2=CC=C(C=C2C1)C)[C@@H]1CNCC1 (S)-N,6-dimethyl-N-(pyrrolidin-3-yl)quinolin-3-amine hydrochloride